(S)-N1-(5-methyl-4-oxo-7-(3-(4-oxopiperidin-1-yl)prop-1-yn-1-yl)-2,3,4,5-tetrahydrobenzo[b][1,4]oxazepin-3-yl)-N2-phenethyloxalamide CN1C2=C(OC[C@@H](C1=O)NC(C(=O)NCCC1=CC=CC=C1)=O)C=CC(=C2)C#CCN2CCC(CC2)=O